(S)-2-(((2S,3R,4S,5R,6R)-3,5-dihydroxy-6-(hydroxymethyl)-4-(4-(3,4,5-trifluorophenyl)-1H-1,2,3-triazol-1-yl)tetrahydro-2H-pyran-2-yl)thio)-N,N-diethyl-3-hydroxy-3-methylbutanamide O[C@H]1[C@@H](O[C@@H]([C@@H]([C@@H]1N1N=NC(=C1)C1=CC(=C(C(=C1)F)F)F)O)CO)S[C@H](C(=O)N(CC)CC)C(C)(C)O